CN(C(C=C)=O)C1CC2(C(N(C=3C2=NC=CC3)C3=CC=C(C=C3)C(F)(F)F)=O)C1 N-methyl-N-((1s,3s)-2'-oxo-1'-(4-(trifluoromethyl)phenyl)-1',2'-dihydrospiro(cyclobutane-1,3'-pyrrolo[3,2-b]pyridin)-3-yl)acrylamide